F[C@@H]1CC=2N(N=C(C2)C2=CC=C(C=C2)F)C1 (5R)-5-Fluoro-2-(4-fluorophenyl)-5,6-dihydro-4H-pyrrolo[1,2-b]pyrazol